(S)-N-(3-(1-((2-ethyl-2H-pyrazolo[3,4-b]pyrazin-6-yl)amino)ethyl)-4-methylphenyl)-6-(ethylamino)-5-methylnicotinamide C(C)N1N=C2N=C(C=NC2=C1)N[C@@H](C)C=1C=C(C=CC1C)NC(C1=CN=C(C(=C1)C)NCC)=O